2-((S)-2-aminopropyl)-3a,4,7,7a-tetrahydro-1H-4,7-epoxyisoindole-1,3(2H)-dione N[C@H](CN1C(C2C3C=CC(C2C1=O)O3)=O)C